C=CCC(CC=C)OC1=CC=C(C=C1)CCC(C)=O 4-(4-(hepta-1,6-dien-4-yloxy)phenyl)butan-2-one